N=1N=CN2C1C=CC(=C2)C2=CNC=1N=C(N=C(C12)OC)NC1CC(C1)(C(=O)N(C)C)C 3-((5-([1,2,4]triazolo[4,3-a]pyridin-6-yl)-4-methoxy-7H-pyrrolo[2,3-d]pyrimidin-2-yl)amino)-N,N,1-trimethylcyclobutane-1-carboxamide